O=C1NC(CCC1N1C(C2=CC=CC(=C2C1=O)N1CCC(CC1)CCCO)=O)=O 2-(2,6-Dioxopiperidin-3-yl)-4-(4-(3-hydroxypropyl)piperidin-1-yl)isoindoline-1,3-dione